C1=CC=CC2=CC3=CC=CC=C3C(=C12)C1=CC=CC=2OC3=C(C21)C=CC=C3 1-(Anthracene-9-yl)dibenzofuran